1,3-diphenyl-4-(3-chlorobenzoyl)-5-pyrazolone C1(=CC=CC=C1)N1N=C(C(C1=O)C(C1=CC(=CC=C1)Cl)=O)C1=CC=CC=C1